2-methacryloyl ethoxy phthalate C(C=1C(C(=O)OC(C(=C)C)=O)=CC=CC1)(=O)OOCC